CO\C=C/1\[C@@H]2CCN([C@H]([C@H]2CCC1)C)C(CC1=C(C#N)C=CC(=C1Cl)OC)=O 2-[2-[(1S,4aR,5E,8aS)-5-(methoxymethylene)-1-methyl-1,3,4,4a,6,7,8,8a-octahydroisoquinolin-2-yl]-2-oxo-ethyl]-3-chloro-4-methoxy-benzonitrile